iodine (nitro)-methane [N+](=O)([O-])C.[I]